methyl (2R,3R)-3-(tert-butoxycarbonylamino)-2-[(3-nitro-2-pyridyl)oxy]-3-phenyl-propanoate C(C)(C)(C)OC(=O)N[C@@H]([C@H](C(=O)OC)OC1=NC=CC=C1[N+](=O)[O-])C1=CC=CC=C1